1,1,3-tri(dihydroxy-3-methylphenyl)propane OC1=C(C(=C(C=C1)C(CCC1=C(C(=C(C=C1)O)C)O)C1=C(C(=C(C=C1)O)C)O)O)C